Ethyl 1-(2-aminoethyl)-4-(2,5-dichloropyrimidin-4-yl)-1H-imidazole-2-carboxylate NCCN1C(=NC(=C1)C1=NC(=NC=C1Cl)Cl)C(=O)OCC